Cl.NCC(=O)O glycine, hydrochloride